CCCCCCCCOC(C=C)=O Acrylic acid (2-ethyl)-hexyl ester